C(=O)(OC(C)(C)C)N[C@@H]1CC[C@H](CC1)C(=O)O trans-4-(Boc-amino)cyclohexanecarboxylic acid